CSC1(CC1)C1=CC(NC(N1)=O)=O 6-[1-(methylsulfanyl)cyclopropyl]-2,4(1H,3H)-pyrimidinedione